FC=1C=CC2=C(C(=C(S2)C(=O)OC)C2=CC=CC=C2)C1F methyl difluoro-3-phenyl-1-benzothiophene-2-carboxylate